3-mercaptopropyl-tetraethoxypropyltetrasulfide SCCCC(CC(OCC)(OCC)OCC)(OCC)SSSSC(CC(OCC)(OCC)OCC)(CCCS)OCC